(R)-(4-chloro-3-fluorophenyl)(8-methyl-3-(3-methyl-1,2,4-thiadiazol-5-yl)-5,6-dihydro-[1,2,4]triazolo[4,3-a]pyrazin-7(8H)-yl)methanone ClC1=C(C=C(C=C1)C(=O)N1[C@@H](C=2N(CC1)C(=NN2)C2=NC(=NS2)C)C)F